N-methyl-N'-tetrahydrofuranyl-propanediamine oxalate C(C(=O)O)(=O)O.CNC(CC)NC1OCCC1